C(#N)C1=CC=C(C=C1)C(C(=O)NC=1SC2=C(N1)C=C(C(=C2)OC)OC)OC2=CC=C(C=C2)OC 2-(4-Cyano-phenyl)-N-(5,6-dimethoxy-benzothiazol-2-yl)-2-(4-methoxy-phenoxy)-acetamide